(4-Bromo-3-(1-ethyl-3-(trifluoromethyl)-1H-pyrazol-4-yl)thiophen-2-yl)methanol BrC=1C(=C(SC1)CO)C=1C(=NN(C1)CC)C(F)(F)F